C(C1=CC=CC=C1)NS(=O)(=O)C1=CC(=CC=C1)C1=NC2=C(C=CN=C2C=C1)N1CC2(COC2)C1 N-benzyl-3-(8-{2-oxa-6-azaspiro[3.3]heptan-6-yl}-1,5-naphthyridin-2-yl)benzene-1-sulfonamide